The molecule is a piperidinecarboxylate ester that is piperidine which is substituted by a methyl group at position 1 and by phenyl and ethoxycarbonyl groups at position 4. It is an analgesic which is used for the treatment of moderate to severe pain, including postoperative pain and labour pain. It has a role as an opioid analgesic, a kappa-opioid receptor agonist, a mu-opioid receptor agonist and an antispasmodic drug. It is an ethyl ester, a piperidinecarboxylate ester and a tertiary amino compound. It is a conjugate base of a pethidine(1+). CCOC(=O)C1(CCN(CC1)C)C2=CC=CC=C2